COC(C1=C(C=CC(=C1)C(NCCOC1=C(C=CC=C1)C1=C(C=C(C(=C1)N)F)F)=O)OC)=O 5-[2-[2-(5-amino-2,4-difluoro-phenyl)phenoxy]ethylcarbamoyl]-2-methoxybenzoic acid methyl ester